ClC1=CC=C(C(=N1)N1CCC(CC1)OC1=C(C=C(C=C1)F)F)[N+](=O)[O-] 6-chloro-2-(4-(2,4-difluorophenoxy)piperidin-1-yl)-3-nitropyridine